CN1C=NC=2N=CNC2C1=O methyl-6,7-dihydro-1H-purin-6-one